3-(2-methoxyethyl)-2-methyl-7-morpholino-5-[3-(m-tolyl)-1-pyrazolyl]-3H-1,3,4-triazaindene COCCN1C(=NC2=C(C=C(N=C12)N1N=C(C=C1)C=1C=C(C=CC1)C)N1CCOCC1)C